(3-((2-Methoxyethyl)amino)azetidin-1-yl)(5-(4-(trifluoromethyl)phenoxy)naphthalen-2-yl)methanone COCCNC1CN(C1)C(=O)C1=CC2=CC=CC(=C2C=C1)OC1=CC=C(C=C1)C(F)(F)F